O[C@H]([C@@H](C1=C(C=CC=C1)C(F)(F)F)S[C@@H]1O[C@@H]([C@@H]([C@@H]([C@H]1O)N1N=NC(=C1)C1=CC(=C(C(=C1)F)F)F)O)CO)CC (2S,3R,4S,5R,6R)-2-(((1R,2S)-2-Hydroxy-1-(2-(trifluoromethyl)phenyl)butyl)thio)-6-(hydroxymethyl)-4-(4-(3,4,5-trifluorophenyl)-1H-1,2,3-triazol-1-yl)tetrahydro-2H-pyran-3,5-diol